ClC=1C(N(C=C(C1)C=1NC2=CC=C(C=C2C1C(C)C)C1CCN(CC1)CC=1C=NN(C1)C(C)C)C)=O 3-chloro-5-(3-isopropyl-5-(1-((1-isopropyl-1H-pyrazol-4-yl)methyl)piperidin-4-yl)-1H-indol-2-yl)-1-methylpyridin-2(1H)-one